N1=CC=CC(CC=C1)CCCC(=O)O Azocine-5(6H)-butyric acid